[BH4-].[Na+].ClC=1C=C(C=CC1Cl)[C@@H]1N(C[C@H](NC1)C)C(=O)OC(C)(C)C (2S,5R)-tert-butyl 2-(3,4-dichlorophenyl)-5-methylpiperazine-1-carboxylate Sodium borohydride